C(C1=CC=CC=C1)N1CCC(CC1)(C#N)NC1=CC=CC=C1 1-benzyl-4-(phenylamino)piperidine-4-carbonitrile